C(=O)(O)[C@H](O)[C@@H](O)C(=O)O.OC1=C(C=C(C=C1)[C@H](CN[C@@H](CC1=CC=C(C=C1)OC)C)O)NC=O N-[2-hydroxy-5-[(1R)-1-hydroxy-2-[[(1R)-2-(4-methoxyphenyl)-1-methylethyl]amino]ethyl]phenyl]carboxamide L-tartrate